1-ethyl-3-(3-dimethylaminopropyl)carbodiimide Hydrochloric acid salt Cl.C(C)N=C=NCCCN(C)C